CC=1C(NC(C1)C)=O 3,5-dimethyl-1,5-dihydro-2H-pyrrol-2-one